(S)-3-hydroxy-1-(3-(4,4,5,5-tetramethyl-1,3,2-dioxaborolan-2-yl)phenyl)pyrrolidin-2-one O[C@@H]1C(N(CC1)C1=CC(=CC=C1)B1OC(C(O1)(C)C)(C)C)=O